tert-butyl 2-(1-(1-(2,6-dioxopiperidin-3-yl)-1H-indol-4-yl)-4-hydroxypiperidin-4-yl)acetate O=C1NC(CCC1N1C=CC2=C(C=CC=C12)N1CCC(CC1)(O)CC(=O)OC(C)(C)C)=O